CN(C(C(=O)C1=CC=C(C=C1)N1CCOCC1)(CC)CC1=CC=CC=C1)C 2-dimethylamino-2-Benzyl-1-(4-morpholinophenyl)butan-1-one